C(C)C=1C(NC2=CC(=CN=C2C1)CO)=O 3-ethyl-7-hydroxymethyl-1,5-naphthyridin-2(1H)-one